FC1CN(CC1NC(=O)[C@H]1CNC[C@H](O1)C)C(=O)OC(C)(C)C tert-butyl 3-fluoro-4-[[(2R,6R)-6-methylmorpholine-2-carbonyl]amino]pyrrolidine-1-carboxylate